OC1=C(C(N(C2=NC=C(C=C12)C1=CC=C(C=C1)OC)CCN1CCOCC1)=O)C(=O)NC1CC2(C1)CCC2 4-hydroxy-6-(4-methoxyphenyl)-1-(2-morpholinoethyl)-2-oxo-N-(spiro[3.3]heptan-2-yl)-1,2-dihydro-1,8-naphthyridine-3-carboxamide